N-(4-carboxy-3-hydroxyphenyl)maleimide C(=O)(O)C1=C(C=C(C=C1)N1C(C=CC1=O)=O)O